C(C1=CC=CC=C1)OC(=O)N[C@@H](CN1CCN(CC1)C(=O)OC(C)(C)C)[C@H](C)O tert-Butyl 4-((2S,3S)-2-(((benzyloxy)carbonyl)amino)-3-hydroxybutyl)piperazine-1-carboxylate